C12(CNCC2C1)C#CC1=C(C=C2C(=NC=NC2=C1)NC1=CC=C(C=C1)OC1=CC=CC=C1)[N+](=O)[O-] 7-[2-(3-azabicyclo[3.1.0]hexan-1-yl)ethynyl]-6-nitro-N-(4-phenoxyphenyl)quinazolin-4-amine